N-(biphenyl-2-yl)-N-(9,9-dimethylfluoren-2-yl)-9,9'-spirobi[9H-fluoren]-2-amine C1(=C(C=CC=C1)N(C1=CC=2C3(C4=CC=CC=C4C2C=C1)C1=CC=CC=C1C=1C=CC=CC13)C1=CC=3C(C2=CC=CC=C2C3C=C1)(C)C)C1=CC=CC=C1